C(C)C(C(=O)O)=CC1=CC=C(C=C1)OC.COC1=CC=C(C=CC(=O)OCC)C=C1 Ethyl p-methoxycinnamate (ethyl p-methoxycinnamate)